2-(4-fluorophenoxy)-1-(2-(3-isopropyl-3,8-diazabicyclo[3.2.1]octan-8-yl)-6,7-dihydrothiazolo[5,4-c]pyridin-5(4H)-yl)ethan-1-one FC1=CC=C(OCC(=O)N2CC3=C(CC2)N=C(S3)N3C2CN(CC3CC2)C(C)C)C=C1